N,N'-Bis(2-aminoethyl)-6-(3-trimethoxysilylpropyl)amino-1,3,5-triazine-2,4-diamine NCCNC1=NC(=NC(=N1)NCCN)NCCC[Si](OC)(OC)OC